tributoxyantimony C(CCC)O[Sb](OCCCC)OCCCC